(S)-2-amino-4-methylthiobutanoic acid N[C@H](C(=S)O)CCC